6-(3-isopropyl-5-(1-(2-(methylsulfonyl)ethyl)piperidin-4-yl)-1H-indol-2-yl)-4-methyl-[1,2,3]triazolo[1,5-a]pyridine C(C)(C)C1=C(NC2=CC=C(C=C12)C1CCN(CC1)CCS(=O)(=O)C)C=1C=C(C=2N(C1)N=NC2)C